butyl (R)-3-(3-amino-5-(3,5-difluorophenyl)thiophene-2-carboxamido)piperidine-1-carboxylate NC1=C(SC(=C1)C1=CC(=CC(=C1)F)F)C(=O)N[C@H]1CN(CCC1)C(=O)OCCCC